COC([C@H](CC(=O)C1=CC2=C(S1)C=C(C(=C2F)OCC2(CC2)CBr)OC)C)=O (S)-4-(5-((1-(bromomethyl)cyclopropyl)methoxy)-4-fluoro-6-methoxybenzo[b]Thiophen-2-yl)-2-methyl-4-oxobutanoic acid methyl ester